6-((4,6-dimethyl-pyrimidin-2-yl)amino)-N-ethoxy-4-((4-methyl-2-(N-methylcyclopropylsulfonamido)phenyl)-amino)nicotinamide CC1=NC(=NC(=C1)C)NC1=NC=C(C(=O)NOCC)C(=C1)NC1=C(C=C(C=C1)C)N(S(=O)(=O)C1CC1)C